The molecule is dianion of 10-formyldihydrofolic acid arising from deprotonation of both carboxylic acid functions. It is a dicarboxylic acid dianion and a member of dihydrofolates. It is a conjugate base of a 10-formyldihydrofolic acid. C1C(=NC2=C(N1)N=C(NC2=O)N)CN(C=O)C3=CC=C(C=C3)C(=O)N[C@@H](CCC(=O)[O-])C(=O)[O-]